C(C)(C)(C)OC(=O)N1CC=2C(CC1)=NN(C2C2=CC(=C(C=C2)[N+](=O)[O-])F)C2=C(C=CC=C2C)OCC(C)C 3-(3-fluoro-4-nitrophenyl)-2-(2-isobutoxy-6-methylphenyl)-2,4,6,7-tetrahydro-5H-pyrazolo[4,3-c]pyridine-5-carboxylic acid tert-butyl ester